NCCC1=CC=C(C=C1)N1N=CC2=C1CN(C2)C(=O)OC(C)(C)C tert-butyl 1-(4-(2-aminoethyl)phenyl)-4,6-dihydropyrrolo[3,4-c]pyrazole-5(1H)-carboxylate